C(C)(C)(C)OC(=O)N1CCC2(C(C=3N(N=CC3)C2)=NS(=O)C(C)(C)C)CC1 4'-((tert-butylsulfinyl)imino)-4'H,6'H-spiro[piperidine-4,5'-pyrrolo[1,2-b]pyrazole]-1-carboxylic acid tert-butyl ester